6-amino-5-(2,3-dihydrobenzo[b][1,4]dioxin-6-yl)pyrimidin NC1=C(C=NC=N1)C1=CC2=C(OCCO2)C=C1